O1C(CCCCC1)=S oxepan-2-thione